FC(C(=O)C=1C=NC(=NC1)N1CCN(CC1)C=1C=NN2C1C=CC(=C2)C=2C=NN(C2)C)(F)F 2,2,2-trifluoro-1-(2-(4-(6-(1-methyl-1H-pyrazol-4-yl)pyrazolo[1,5-a]pyridin-3-yl)piperazin-1-yl)pyrimidin-5-yl)ethan-1-one